5-((2-(3-(6-fluoro-[1,2,4]triazolo[4,3-a]pyridin-7-yl)propyl)-2-azaspiro[3.3]heptan-6-yl)oxy)-2-methylisoindolin-1-one FC=1C(=CC=2N(C1)C=NN2)CCCN2CC1(C2)CC(C1)OC=1C=C2CN(C(C2=CC1)=O)C